C(#N)C=1C(=NC(=C(C1CC)C#N)N1CCC(CC1)O)SCC1=CC=C(CNC(C)=O)C=C1 N-(4-(((3,5-dicyano-4-ethyl-6-(4-hydroxypiperidin-1-yl)pyridin-2-yl)thio)methyl)benzyl)acetamide